1-(1-(2-((2R,5S)-2,5-dimethylpyrrolidin-1-yl)-4-(trifluoromethyl)benzyl)-1,8-diazaspiro[4.5]decane-8-carbonyl)-1H-pyrazole-3-carboxylic acid C[C@H]1N([C@H](CC1)C)C1=C(CN2CCCC23CCN(CC3)C(=O)N3N=C(C=C3)C(=O)O)C=CC(=C1)C(F)(F)F